(S)-N-((R or S)-(3-chloro-4-fluorophenyl)(5-chloro-6-(trifluoromethyl)pyridin-2-yl)methyl)-2-oxoimidazolidine-4-carboxamide ClC=1C=C(C=CC1F)[C@@H](NC(=O)[C@H]1NC(NC1)=O)C1=NC(=C(C=C1)Cl)C(F)(F)F |o1:8|